COC(=O)C12CCC(CC1)(C2)C(NC2=CC=C(C=C2)Br)=O 4-(4-bromo-phenylcarbamoyl)-bicyclo[2.2.1]heptane-1-carboxylic acid methyl ester